4-chloro-5-(4,4,5,5-tetramethyl-1,3,2-dioxaborolan-2-yl)-1H-indole ClC1=C2C=CNC2=CC=C1B1OC(C(O1)(C)C)(C)C